C(C)(C)(C)OC(CN1C(C2=CC=C(C=C2C1=O)Br)C)=O 2-(5-bromo-1-methyl-3-oxo-2,3-dihydro-1H-isoindol-2-yl)acetic acid tert-butyl ester